1-(1-(6-ethoxy-5-methoxypyridin-2-yl)-2-(methylsulfonyl)ethyl)-4-phenyl-1H-benzo[d]imidazol-2(3H)-one C(C)OC1=C(C=CC(=N1)C(CS(=O)(=O)C)N1C(NC2=C1C=CC=C2C2=CC=CC=C2)=O)OC